4-((2-hydroxyethyl)sulfonamido)-N-(2-oxo-1-(4-(trifluoromethyl)piperidin-1-yl)-1,2-dihydropyridin-3-yl)-2-(6-azaspiro[2.5]octan-6-yl)benzamide OCCS(=O)(=O)NC1=CC(=C(C(=O)NC=2C(N(C=CC2)N2CCC(CC2)C(F)(F)F)=O)C=C1)N1CCC2(CC2)CC1